ClC1=NN(C=C1NC(C)=O)C=1C=NC=CC1 N-(3-chloro-1-(pyridin-3-yl)-1H-pyrazol-4-yl)acetamide